C(CCCCCCCCCCCC)(=O)OC[C@@H](OC(CCCCCCCCCCCCCCCCCCCCCCCC)=O)COP(=O)([O-])OCC[N+](C)(C)C 1-tridecanoyl-2-pentacosanoyl-sn-glycero-3-phosphocholine